ethyl 4-(3-hydroxy-3-methyl-5-phenyl-pent-1-ynyl)-2,6-dimethyl-7-oxo-1H-pyrrolo[2,3-c]pyridine-3-carboxylate OC(C#CC=1C2=C(C(N(C1)C)=O)NC(=C2C(=O)OCC)C)(CCC2=CC=CC=C2)C